CO[Si](OC)(OC)CCCNCCC[Si](OC)(OC)OC bis(tri-methoxysilylpropyl)amine